C(C)C1=C(N=CC=N1)C1=C(C=CC=C1)F 6-ethyl-5-(2-fluorophenyl)pyrazine